N1(CCNCC1)C1=CC=2N(C=C1)C(=CN2)N2C(NC(CC2)=O)=O 1-(7-(piperazin-1-yl)imidazo[1,2-a]pyridin-3-yl)dihydropyrimidine-2,4(1H,3H)-dione